[1-[(1,1-dimethylethoxy)carbonyl]-4-piperidinyl]iodozinc CC(C)(OC(=O)N1CCC(CC1)[Zn]I)C